4-(4-fluoro-1-(2-methoxyethyl)-1H-benzo[d]imidazol-2-ylamino)-N-hydroxybenzamide FC1=CC=CC=2N(C(=NC21)NC2=CC=C(C(=O)NO)C=C2)CCOC